acryloyloxynonylethyl-dimethoxysilane C(C=C)(=O)OCCCCCCCCC[Si](OC)(OC)CC